ethyl 4-(methoxymethoxy)-2-methylnicotinate COCOC1=CC=NC(=C1C(=O)OCC)C